2-(glycidoxy)thioxanthone C(C1CO1)OC1=CC=2C(C3=CC=CC=C3SC2C=C1)=O